4-hydroxy-N-[4-methoxy-7-(4-morpholinyl)-2-benzothiazolyl]-4-methyl-1-piperidinecarboxamide CC1(CCN(CC1)C(=O)NC2=NC3=C(C=CC(=C3S2)N4CCOCC4)OC)O